NC(=O)CCC1=CC=CC=2C3=CC=CC=C3NC12 (2-aminocarbonyleth-1-yl)carbazole